5-(indolizine-2-carbonyl)-N-(1,1,1-trifluoropropan-2-yl)-4H,5H,6H,7H-pyrazolo[1,5-a]pyrazine-3-carboxamide C=1C(=CN2C=CC=CC12)C(=O)N1CC=2N(CC1)N=CC2C(=O)NC(C(F)(F)F)C